O1NOC(=C1)C(=O)O [1,3]dioxazol-4-carboxylic acid